BrC=1C=C(C=2N(C1)C(=C(N2)I)CC(F)(F)F)F 6-bromo-8-fluoro-2-iodo-3-(2,2,2-trifluoroethyl)imidazo[1,2-a]pyridine